(3S)-3-(2-(5-(2-(azetidin-1-yl)ethyl)-2-oxo-4-(trifluoromethyl)pyridin-1(2H)-yl)-4-methylpentanamido)-3-(4-fluoro-4'-methoxy-2',5,6'-trimethylbiphenyl-3-yl)propanoic acid N1(CCC1)CCC=1C(=CC(N(C1)C(C(=O)N[C@@H](CC(=O)O)C=1C=C(C=C(C1F)C)C1=C(C=C(C=C1C)OC)C)CC(C)C)=O)C(F)(F)F